FC=1C=C2C(=NC(N(C2=CC1)C)=O)N(C1=CC(=CC(=C1)C#CC1(CC1)C(F)(F)F)F)CC(F)(F)F 6-fluoro-4-[3-fluoro-N-(2,2,2-trifluoroethyl)-5-[2-[1-(trifluoromethyl)cyclopropyl]ethynyl]anilino]-1-methyl-quinazolin-2-one